C(C1=CC=CC=C1)[C@H](NC(CNC(CNC(OCC1C2=CC=CC=C2C=2C=CC=CC12)=O)=O)=O)C(NCC(NCOC1CC(C1)C(=O)O)=O)=O (1R,3S)-3-(((S)-11-benzyl-1-(9H-fluoren-9-yl)-3,6,9,12,15-pentaoxo-2-oxa-4,7,10,13,16-pentaazaheptadecan-17-yl)oxy)cyclobutane-1-carboxylic acid